N-[3-(tert-butylamino)-1,1-dimethyl-3-oxo-propyl]-4-[[2-(5-chloro-2-hydroxy-phenyl)acetyl]amino]pyridine-2-carboxamide C(C)(C)(C)NC(CC(C)(C)NC(=O)C1=NC=CC(=C1)NC(CC1=C(C=CC(=C1)Cl)O)=O)=O